FC(CO)(CO)C 2-fluoro-2-methylpropane-1,3-diol